CC1=C(C(=O)OCCC)C=CC(=C1)C(NC1=CC(=CC=C1)[C@H](C)NC1=CN=C2C(=N1)N(N=C2)C)=O propyl (S)-2-methyl-4-((3-(1-((1-methyl-1H-pyrazolo[3,4-b]pyrazin-6-yl)amino)ethyl) phenyl)carbamoyl)benzoate